(S)-N-(5-chloropyridin-2-yl)-2-((R)-3-(oxazol-2-yl)piperidin-1-yl)propanamide ClC=1C=CC(=NC1)NC([C@H](C)N1C[C@@H](CCC1)C=1OC=CN1)=O